CC1=C(C=CC=C1C(C)C)O 2-methyl-3-isopropylphenol